4,6-bis(2-((1E,2E)-3-phenylallylidene)hydrazinyl)pyrimidin C1(=CC=CC=C1)/C=C/C=N/NC1=NC=NC(=C1)N/N=C/C=C/C1=CC=CC=C1